N/C(/C#N)=C(/C#N)\N=C\C1=C(C=CC(=C1)\C=C\C1=CC(CC(C1)(C)C)=C(C#N)C#N)O 2-amino-3-(((E)-5-((E)-2-(3-(dicyano-methylene)-5,5-dimethylcyclohexenyl)vinyl)-2-hydroxybenzylidene)amino)maleonitrile